5-([1,2,4]triazolo[1,5-a]pyridin-6-yl)-N-(3,3-difluorocyclobutyl)-7H-pyrrolo[2,3-d]pyrimidin-2-amine N=1C=NN2C1C=CC(=C2)C2=CNC=1N=C(N=CC12)NC1CC(C1)(F)F